N1(CCCC1)CCNC(OC(C)CCCO[Si](C)(C)C(C)(C)C)=O 5-((tert-butyldimethylsilyl)oxy)pentan-2-yl (2-(pyrrolidin-1-yl)ethyl)carbamate